tert-butyl (3R,4R)-4-((5-chloro-4-(4-fluoro-2-(2-hydroxypropan-2-yl)-1-isopropyl-1H-benzo[d]imidazol-6-yl) pyrimidin-2-yl) amino)-3-hydroxypiperidine-1-carboxylate ClC=1C(=NC(=NC1)N[C@H]1[C@@H](CN(CC1)C(=O)OC(C)(C)C)O)C=1C=C(C2=C(N(C(=N2)C(C)(C)O)C(C)C)C1)F